FC=1C=C2C(C=C(OC2=CC1)C(=O)NC[C@H]1[C@@H](CCCC1)O)=O 6-fluoro-N-(((1s,2r)-2-hydroxycyclohexyl)methyl)-4-oxo-4H-chromene-2-carboxamide